4-(3-chloro-5-(2,3,6,7-tetrahydro-1,4-oxazepin-5-yl)phenyl)-1,3,5-triazin-2-amine ClC=1C=C(C=C(C1)C1=NCCOCC1)C1=NC(=NC=N1)N